ClC=1C=C(C=CC1F)C(C=1NC(=C(N1)S(=O)(=O)C)C)OC1CC2=CC=C(C=C2C1)F 2-[(3-chloro-4-fluorophenyl)-[(5-fluoro-2,3-dihydro-1H-inden-2-yl)oxy]methyl]-5-methyl-4-methylsulfonyl-1H-imidazole